N(N)CC(C)(O)C 1-hydrazinyl-2-methylpropan-2-ol